5-(difluoromethyl)-N-(Diphenylmethylene)-6-methoxypyridin-3-amine FC(C=1C=C(C=NC1OC)N=C(C1=CC=CC=C1)C1=CC=CC=C1)F